5-(1-aminoisoquinolin-5-yl)-1'-(tert-butoxycarbonyl)-2,3-dihydrospiro[indene-1,4'-piperidine] NC1=NC=CC2=C(C=CC=C12)C=1C=C2CCC3(CCN(CC3)C(=O)OC(C)(C)C)C2=CC1